C1(CC1)CN(C(=O)OCC1=C(C=NN1C)C1=CC=C(O[C@@H]2C[C@H](CCC2)C(=O)O)C=C1)C |r| (±)-trans-3-(4-(5-((((cyclopropylmethyl)(methyl)carbamoyl)oxy)methyl)-1-methyl-1H-pyrazol-4-yl)phenoxy)cyclohexane-1-carboxylic acid